5-[5-({1-[(2E)-2-(aminomethyl)-3-fluoroprop-2-en-1-yl]-5-oxo-1,5-dihydro-4H-1,2,4-triazol-4-yl}methyl)thiophen-2-yl]-1,3-benzoxazol-2(3H)-one hydrochloride Cl.NC/C(/CN1N=CN(C1=O)CC1=CC=C(S1)C=1C=CC2=C(NC(O2)=O)C1)=C\F